C(C)N1C(=NC2=C(C=C(C=C2C1=O)C)[C@H](C)NC1=C(C(=O)O)C=CC=C1)N1CCOCC1 (S)-2-((1-(3-ethyl-6-methyl-2-morpholino-4-oxo-3,4-dihydroquinazolin-8-yl)ethyl)amino)benzoic acid